CC1=CC=C(C=C1)SC1=C(C(=O)C2=CC=CC=C2)C=CC=C1 (4'-methylphenyl-thio)-benzophenone